N-(tetradecyloxyhydroxypropyl)-N-hydroxyethyldecanamide C(CCCCCCCCCCCCC)OC(CCN(C(CCCCCCCCC)=O)CCO)O